tris(1-propyl)cyclotriboroxane C(CC)B1OB(OB(O1)CCC)CCC